3-(2-methylindol-3-yl)-3-dimethylaminophthalide CC=1NC2=CC=CC=C2C1C1(OC(=O)C2=CC=CC=C12)N(C)C